BrC=1C=NC(NC1N[C@@H]1O[C@]([C@H](C1)O)(C=C)CO)=O 5-bromo-6-(((2R,4S,5R)-4-hydroxy-5-(hydroxymethyl)-5-vinyltetrahydrofuran-2-yl)amino)pyrimidin-2(1H)-one